O1CCN(C2=C1C=CC=C2)NC(=O)C2=NC1=C(N2C(C)C)C=CC=C1C1=C(C(=CC(=C1)F)F)F N-(2,3-dihydro-1,4-benzoxazin-4-yl)-1-isopropyl-4-(2,3,5-trifluorophenyl)-1,3-benzo-diazole-2-carboxamide